(6,8-Dimethylimidazo[1,5-a]pyridin-7-yl)methanamine CC=1C(=C(C=2N(C1)C=NC2)C)CN